Tert-butyl-N-[[(2R)-4-[[1-(2,6-dioxo-3-piperidyl)-3-methyl-2-oxo-benzimidazol-4-yl]methyl]morpholin-2-yl] methyl]-N-methyl-carbamate C(C)(C)(C)OC(N(C)C[C@H]1CN(CCO1)CC1=CC=CC=2N(C(N(C21)C)=O)C2C(NC(CC2)=O)=O)=O